O1NCCCNOCCCONCCCNOCCC1 1,7,11,17-tetraoxa-2,6,12,16-tetraazacycloeicosane